NCCOCCOCCNCCN1CCN(CC1)CCOCCOCCN 2-(2-(2-aminoethoxy)ethoxy)-N-(2-(4-(2-(2-(2-aminoethoxy)ethoxy)ethyl)piperazin-1-yl)ethyl)ethan-1-amine